3-bromotetrahydrothiophene 1,1-dioxide BrC1CS(CC1)(=O)=O